[C@H]1([C@@H]([C@@H](OC([C@H]1O)C(=O)[O-])O)O)O The molecule is the ionic polymer obtained by global deprotonation of the carboxy groups of alginic acid; major species at pH 7.3. It is a carbohydrate acid anion and an ionic polymer. It is a conjugate base of an alginic acid.